C(C)(C)(C)OC(=O)N(C)CC=1N=NN(C1)C=1CN2C(N(C(C1)C2)OS(=O)(=O)[O-])=O.[Na+] sodium [3-[4-[[tert-butoxycarbonyl(methyl)amino]methyl]triazol-1-yl]-7-oxo-1,6-diazabicyclo[3.2.1]oct-3-en-6-yl]sulfate